4-vinyl-1,1'-biphenyl C(=C)C1=CC=C(C=C1)C1=CC=CC=C1